S(=O)(=O)(O)C1=CC=C(C(C(=O)O)=C1)O L-5-sulfosalicylic acid